C(C=C)(=O)N1C(C2=CC(=CC=C2CC1)OC1=CC=C(C=C1)C(F)(F)F)=O 2-acryloyl-7-(4-(trifluoromethyl)phenoxy)-3,4-dihydroisoquinolin-1(2H)-one